8-chloro-1-(2,6-dichlorophenyl)-5-(((1,3-dihydroxypropan-2-yl)oxy)methyl)-2-(hydroxymethyl)-1,6-naphthyridin-4(1H)-one ClC=1C=NC(=C2C(C=C(N(C12)C1=C(C=CC=C1Cl)Cl)CO)=O)COC(CO)CO